6-fluoro-2-methyl-1,2,3,4-tetrahydroquinoxaline FC=1C=C2NCC(NC2=CC1)C